ClC1=CC=C(C=C1)C1=N[C@H](C=2N(C3=C1C(=C(S3)C)C)C(=NN2)C)CC(=O)NC2CN(CC2)C2=NC=C(C=C2)C=2C=C3CC(NC3=CC2)=O 2-((S)-4-(4-chlorophenyl)-2,3,9-trimethyl-6H-thieno[3,2-f][1,2,4]triazolo[4,3-a][1,4]diazepin-6-yl)-N-(1-(5-(2-oxoindolin-5-yl)pyridin-2-yl)pyrrolidin-3-yl)acetamide